O=C(CCCC1=NNC(C2=CC=CC=C12)=O)N1C2CN(CC1CC2)C2=NC=C(C=N2)C(F)(F)F 4-(4-oxo-4-(3-(5-(trifluoromethyl)pyrimidin-2-yl)-3,8-diazabicyclo[3.2.1]octan-8-yl)butyl)phthalazin-1(2H)-one